tert-butyl (E)-(3-(2-(2-(2,6-dioxopiperidin-3-yl)-1-oxoisoindolin-4-yl)thiazol-5-yl)allyl)carbamate O=C1NC(CCC1N1C(C2=CC=CC(=C2C1)C=1SC(=CN1)/C=C/CNC(OC(C)(C)C)=O)=O)=O